C(C)(C)(C)OOC=1CC(C=CC1)(C(C)C)OOC(C)(C)C 1,3-bis(t-butylperoxy)-m-isopropylbenzene